(R)-2-bromo-3-fluoro-4-((tetrahydrofuran-2-yl)methoxy)benzonitrile BrC1=C(C#N)C=CC(=C1F)OC[C@@H]1OCCC1